BrC=1N=C(C=2N(C1)C=C(N2)C(=O)O)OCCN2C(CCC2)=O 6-bromo-8-(2-(2-oxopyrrolidin-1-yl)ethoxy)imidazo[1,2-a]pyrazine-2-carboxylic acid